FC1=CC=C(C=C1)C=1N=CN(C1)CC1CCN(CC1)C 4-(4-fluorophenyl)-1-((1-methylpiperidin-4-yl)methyl)-1H-imidazole